C(N)(=N)C=1C=C(SC1)CNC(=O)[C@H]1N(C[C@H](C1)OC(F)(F)F)C(CNC(C1=CC=C(C=C1)OC1=CC=CC=C1)=O)=O (2S,4S)-N-((4-carbamimidoylthiophen-2-yl)methyl)-1-((4-phenoxybenzoyl)glycyl)-4-(trifluoromethoxy)pyrrolidine-2-carboxamide